(2S)-4-{3-[(4-chloro-2-fluorophenyl)methoxy]-4-fluorophenyl}-3-methylpiperazine TFA salt OC(=O)C(F)(F)F.ClC1=CC(=C(C=C1)COC=1C=C(C=CC1F)N1C(CNCC1)C)F